1-ethynyl-3,3-dimethylcyclohex-1-ene C(#C)C1=CC(CCC1)(C)C